(6-bromo-2-nitro-3-((tetrahydrofuran-3-yl)amino)phenyl)methanol BrC1=CC=C(C(=C1CO)[N+](=O)[O-])NC1COCC1